CC1=CC=C(C=C1)S(=O)(=O)OCC(C(C1=CC=CC=C1)=O)(O)C1=CC=CC=C1 α-(p-toluene-sulfonyloxy)methylbenzoin